ClC=1C=C(C=CC1)N1[C@@H]([C@H]2[C@@H]([C@H]2C1)C#N)C (1R,2R,5S,6R)-3-(3-chlorophenyl)-2-methyl-3-azabicyclo[3.1.0]hexane-6-carbonitrile